(azepan-4-yl)-1,1-difluoro-5-azaspiro[2.5]octane dihydrochloride Cl.Cl.N1CCC(CCC1)C1C(C12CNCCC2)(F)F